5-propoxy-benzimidazole C(CC)OC1=CC2=C(N=CN2)C=C1